2-(3-Bromo-2-methoxyphenoxy)-1-(4-chloro-2-fluorophenyl)ethan-1-one BrC=1C(=C(OCC(=O)C2=C(C=C(C=C2)Cl)F)C=CC1)OC